4-ethynyl-7-((2-methoxyphenyl)amino)-1-phenyl-1,6-naphthyridin-2(1H)-one C(#C)C1=CC(N(C2=CC(=NC=C12)NC1=C(C=CC=C1)OC)C1=CC=CC=C1)=O